(S)-6-((4-((2-hydroxy-1-phenylethyl)amino)-5-(5-(pyridin-2-yl)-1,3,4-oxadiazol-2-yl)pyrimidin-2-yl)amino)-1-isopropyl-2-methyl-1,2-dihydro-3H-pyrazolo[3,4-b]pyridin-3-one OC[C@H](C1=CC=CC=C1)NC1=NC(=NC=C1C=1OC(=NN1)C1=NC=CC=C1)NC1=CC=C2C(=N1)N(N(C2=O)C)C(C)C